C[C@@]1([C@H](C1)C[C@H]1C([C@@]2(C[C@@H]2C1)C)(C)C)CO [(1R,2S)-1-methyl-2-{[(1R,3S,5S)-1,2,2-trimethyl-3-bicyclo[3.1.0]hexanyl]methyl}-cyclopropyl]-methanol